tert-Butyl 4-(6-((4-cyano-2-fluorobenzyl)oxy)pyridin-2-yl)piperazine-1-carboxylate C(#N)C1=CC(=C(COC2=CC=CC(=N2)N2CCN(CC2)C(=O)OC(C)(C)C)C=C1)F